C(C)N1N=C2C(=CC=C(C2=C1)C1CNCC1)C(=O)NC=1C=C(C=2N(C1)C=CN2)F 2-ethyl-N-{8-fluoroimidazo[1,2-a]pyridin-6-yl}-4-(pyrrolidin-3-yl)indazole-7-carboxamide